C(CCCCCCCCCCCCCCCCC)NC(=O)N N-stearylurea